[C@@H]1([C@H](O)[C@@H](O)[C@@H](O)[C@H](O1)CO)OC[C@H]([C@H]([C@@H]([C@H](C=O)O)O)O)O β-D-galactopyranosyl-(1-6)-D-glucose